C(CCCCCCCCCCCCCCCCC)OC([C@H](CC(=O)OCCCCCCCCCCCCCCCCCC)O)=O.OC1CCN(CC1)CC1=CC=C(C(=O)NC2=CC3=C(N(C4=CC=CC=C34)C)C(=N2)C2=CC=C(C=C2)OC)C=C1 4-((4-hydroxypiperidin-1-yl)methyl)-N-(1-(4-methoxyphenyl)-9-methyl-9H-pyrido[3,4-b]indol-3-yl)benzamide dioctadecyl-(S)-2-hydroxysuccinate